N(CCO)(CCO)CCO.C(CCCCCCCCCC(=O)O)(=O)O undecanedioic acid triethanolamine salt